rac-4-(2-((3ar,4s,6ar)-5-(tert-butoxycarbonyl)-4-methyl-octahydropyrrolo[3,4-b]pyrrole-1-carbonyl)oxazol-5-yl)pyridine 1-oxide C(C)(C)(C)OC(=O)N1C[C@@H]2N(CC[C@@H]2[C@@H]1C)C(=O)C=1OC(=CN1)C1=CC=[N+](C=C1)[O-] |r|